N=1C=CN2C1C(=CC=C2)COC2=CC=CC(=N2)C2CCNCC2 4-(6-((imidazo[1,2-a]pyridin-8-yl)methoxy)pyridin-2-yl)piperidin